[Cl-].[Cl-].CC1=CC=C(O1)C=1C(C2=CC(=C(C(=C2C1)C1=CC(=CC(=C1)C(C)(C)C)C(C)(C)C)C)C)[Zr+2]C1C(=CC2=C(C(=C(C=C12)C)C)C1=CC(=CC(=C1)C(C)(C)C)C(C)(C)C)C=1OC(=CC1)C Bis[2-(5-methyl-2-furyl)-4-(3,5-di-tert-butylphenyl)-5,6-dimethyl-1-indenyl]zirconium dichloride